(2-(2-(4,4-dimethylcyclohex-1-en-1-yl)ethyl)-1,3-dioxolan-4-yl)methanol CC1(CC=C(CC1)CCC1OCC(O1)CO)C